1-(5-(2-fluorophenyl)-1-((3-(4-methylpiperazin-1-yl)phenyl)sulfonyl)-1H-pyrrol-3-yl)-N-methyl-methylamine hydrochloride Cl.FC1=C(C=CC=C1)C1=CC(=CN1S(=O)(=O)C1=CC(=CC=C1)N1CCN(CC1)C)CNC